2-(2-methyl-1-piperidinyl)ethylamine CC1N(CCCC1)CCN